N-(2-aminophenyl)-4-[N-(pyridin-3-ylmethoxy-carbonyl)aminomethyl]benzamide NC1=C(C=CC=C1)NC(C1=CC=C(C=C1)CNC(=O)OCC=1C=NC=CC1)=O